sulfoserine S(=O)(=O)(O)N[C@@H](CO)C(=O)O